FC(C(=O)O)(F)F.FC(C(=O)O)(F)F.NCCCCCCN1N=C(C2=CC=C(C=C12)C(=O)NC=1N=CC=2N(C1)C=C(N2)[C@@H]2N(CCC2)C)C (R)-1-(6-aminohexyl)-3-methyl-N-(2-(1-methylpyrrolidin-2-yl)imidazo[1,2-a]pyrazin-6-yl)-1H-indazole-6-carboxamide ditrifluoroacetate